C(C1=CC=CC=C1)N1CC(OC(C1)C=1C=NNC1)C 4-benzyl-2-methyl-6-(1H-pyrazol-4-yl)morpholine